C(C)OCC1(CCC(CC1)C1=C2N(N=C1CN(CCNC)C)CC(C2)(F)F)CCC(F)(F)F N1-((3-((1s,4s)-4-(ethoxymethyl)-4-(3,3,3-trifluoropropyl)cyclohexyl)-5,5-difluoro-5,6-dihydro-4H-pyrrolo[1,2-b]pyrazol-2-yl)methyl)-N1,N2-dimethylethane-1,2-diamine